CC1=CC(=NN1C1=NC(=CC=C1[C@@H]1OC[C@H](C1)O)N1C=NC2=C1C=CC(=C2)NC=2N=NC(=CC2)C)C#N |r| 5-methyl-1-[6-[5-[(6-methylpyridazin-3-yl)amino]benzimidazol-1-yl]-3-[rac-(2R,4S)-4-hydroxyoxolan-2-yl]pyridin-2-yl]pyrazole-3-carbonitrile